2-Phenylethyl-1-ethoxyethylether C1(=CC=CC=C1)CCCC(OCC)OC(CCCC1=CC=CC=C1)OCC